N1(CCNCCCNCCNCCC1)CC1=CC=C(C=C1)CN1CCNCCCNCCNCCC1 1-{[4-(1,4,8,11-tetrazacyclotetradec-1-ylmethyl)phenyl]methyl}-1,4,8,11-tetrazacyclotetradecane